N-octadecyl-3-t-butylcarbonyloxy-pyridin-4-one C(CCCCCCCCCCCCCCCCC)N1C=C(C(C=C1)=O)OC(=O)C(C)(C)C